5-(3-((4'-chloro-5,5-dimethyl-3,4,5,6-tetrahydro-[1,1'-biphenyl]-2-yl)methyl)-3,8-diazabicyclo[3.2.1]oct-8-yl)-2-(2,6-dioxopiperidin-3-yl)-6-fluoroisoindoline-1,3-dione ClC1=CC=C(C=C1)C1=C(CCC(C1)(C)C)CN1CC2CCC(C1)N2C=2C=C1C(N(C(C1=CC2F)=O)C2C(NC(CC2)=O)=O)=O